(((1-(2-aminoethyl)piperidin-4-yl)thio)methyl)-8-methylquinazolin NCCN1CCC(CC1)SCC1=NC2=C(C=CC=C2C=N1)C